[K].CC1=CC(=CC(=C1)C)C 2,4,6-trimethylbenzene potassium